tert-Butyl 4-(3-cyanopropyl)piperidine-1-carboxylate C(#N)CCCC1CCN(CC1)C(=O)OC(C)(C)C